NC=1C=NN(C1N1CCN(CC1)C(=O)OC(C)(C)C)C tert-butyl 4-(4-amino-1-methyl-1H-pyrazol-5-yl)piperazine-1-carboxylate